(S)-2-(((S)-6,8-difluoro-1,2,3,4-tetrahydronaphthalen-2-yl)amino)-N-(1-(2-methyl-(neopentylamino)propan-2-yl)-1H-imidazol-4-yl)pentanamide FC=1C=C2CC[C@@H](CC2=C(C1)F)N[C@H](C(=O)NC=1N=CN(C1)C(C)(CNCC(C)(C)C)C)CCC